3-fluoro-5-(((5R)-7-hydroxy-5-methyl-6,7-dihydro-5H-cyclopenta[d]pyrimidin-4-yl)oxy)benzonitrile FC=1C=C(C#N)C=C(C1)OC=1C2=C(N=CN1)C(C[C@H]2C)O